ClC1=C(C=CC(=C1)C#N)C1=CC(=CC=C1)C1=CC=CC(=C1)C1=CC=C2C=CC3=CC=CC4=CC=C1C2=C34 chloro-5''-(pyren-1-yl)-[1,1':3',1''-terphenyl]-4-carbonitrile